COC(=O)C1=NC2=CC=C(C=C2C(=C1)OC(F)F)Br 6-bromo-4-(difluoromethoxy)quinoline-2-carboxylic acid methyl ester